C(\C=C/C(=O)O)(=O)O.OC=1[C@H](OC(C1O)=O)[C@H](CO)O vitamin C maleate